5-iodo-[1,3]dioxolo[4,5-b]pyridine IC1=CC=C2C(=N1)OCO2